ClC1=C(C=CC=C1C(F)(F)F)C(=O)N1[C@@H](C=2N(CC1)C(=NN2)C(F)(F)F)C=2C=NC=CC2 |r| (±)-(2-chloro-3-(trifluoromethyl)phenyl)(8-(pyridin-3-yl)-3-(trifluoromethyl)-5,6-dihydro-[1,2,4]triazolo[4,3-a]pyrazin-7(8H)-yl)methanone